O1C(=CC=C1)P(C=1OC=CC1)C=1OC=CC1 tri-2-furanyl-phosphine